10-ethoxyanthracene C(C)OC1=C2C=CC=CC2=CC2=CC=CC=C12